CC=1SC2=C(N(C=3C(N(N=CC32)CC3=CC(=CC=C3)[N+](=O)[O-])=O)C)N1 2,4-Dimethyl-6-(3-nitrobenzyl)-4H-thiazolo[5',4':4,5]pyrrolo[2,3-d]pyridazin-5(6H)-one